N1=C(N=CC=C1)N(C1=CC=C(C(=O)NCCCCCNC(CS)=O)C=C1)C1=NC=CC=N1 4-(bis(pyrimidin-2-yl)amino)-N-(5-(2-mercaptoacetylamino)pentyl)benzamide